S(=O)(=O)(OC[C@H]([C@H]([C@H](C(=O)NCCCOCC(CCCC)CC)O)O)O)[O-].[Na+] sodium (2R,3R,4R)-5-((3-((2-ethylhexyl)oxy) propyl)amino)-2,3,4-trihydroxy-5-oxopentyl sulfate